ClC=1C=C(C=C(C1OC=1C=C2CCN(C(C2=CC1)=O)CC1=CC=C(C=C1)C)Cl)N1N=CC(NC1=O)=O 2-(3,5-dichloro-4-((2-(4-methylbenzyl)-1-oxo-1,2,3,4-tetrahydroisoquinolin-6-yl)oxy)phenyl)-1,2,4-triazine-3,5(2H,4H)-dione